C(C)N(P(N)(N)=O)CC N,N-diethylphosphoric acid triamide